(t-butylperoxy)-isopropyl-benzene C(C)(C)(C)OOC1=C(C=CC=C1)C(C)C